NC=1N=NC(=CC1N1CC2CCC(C1)N2C2=NC=C(C=N2)CN(CC(=O)O)C)C2=C(C=CC=C2)O 2-[[2-[3-[3-amino-6-(2-hydroxyphenyl)pyridazin-4-yl]-3,8-diazabicyclo[3.2.1]octan-8-yl]pyrimidin-5-yl]methylmethyl-amino]acetic acid